O=C1C(C[C@]2(SC3=CC=C(C=C3)C)[C@H](O)C(O)([C@@H](O)[C@@H](O2)C)O)C=CC(C1)=O p-methylphenyl 2,4-di-oxo-benzyl-3-hydroxy-1-thio-alpha-L-rhamnopyranoside